COC1=CC=C(C=C1)CN(C1=CC(=C(C(=N1)C1=C(C=2N=C(N=C(C2C(O1)=O)N1[C@@H](CC1)C)S(=O)C)C)C(F)(F)F)C)CC1=CC=C(C=C1)OC 7-(6-{bis[(4-methoxyphenyl)methyl]amino}-4-methyl-3-(trifluoromethyl)pyridin-2-yl)-2-methanesulfinyl-8-methyl-4-[(2R)-2-methylazetidin-1-yl]pyrano[4,3-d]pyrimidin-5-one